BrC=1C(N(C(=CC1OCC1=C(C=C(C=C1)F)F)C)CC1=CC=C(CNC(=O)N2CCOCC2)C=C1)=O N-(4-{[3-bromo-4-[(2,4-difluorobenzyl)oxy]-6-methyl-2-oxopyridin-1(2H)-yl]methyl}benzyl)morpholine-4-carboxamide